ClC=1C(=C(C=CC1)NC(=O)C=1N=C2N(N1)[C@@H](CC2)C2=CC=CC=C2)F (S)-N-(3-chloro-2-fluorophenyl)-5-phenyl-6,7-dihydro-5H-pyrrolo[1,2-b][1,2,4]triazole-2-carboxamide